NC=1C(=NC(=CN1)C1=CC=C(C=C1)N1CCN(CC1)C)C1=NN=C(SC=C1)C(=O)N 5-{3-amino-6-[4-(4-methylpiperazin-1-yl)phenyl]pyrazin-2-yl}-1,3,4-thiadiazepine-2-carboxamide